3-(2-chloro-5-(trifluoromethyl)pyrimidin-4-yl)-7-(1,1-dioxidoisothiazolidin-2-yl)-1H-indole-6-carbonitrile ClC1=NC=C(C(=N1)C1=CNC2=C(C(=CC=C12)C#N)N1S(CCC1)(=O)=O)C(F)(F)F